N-[3,3-difluoro-1-(2-fluorophenyl)cyclobutyl]-5-[5-(trifluoromethyl)-1,2,4-oxadiazol-3-yl]pyrimidin-2-amine FC1(CC(C1)(C1=C(C=CC=C1)F)NC1=NC=C(C=N1)C1=NOC(=N1)C(F)(F)F)F